C(=O)(O)C(CCOC1=CC=CC=C1)N(CCN(CCN(CC)CC(=O)O)CC(=O)O)CC(=O)O 4-carboxy-5,8,11-tris(carboxymethyl)-1-phenyl-oxa-5,8,11-triazatridecan